NC1=CC(=C(C=C1SCC(=O)OC)N1N=C(C=2C=NC(=CC21)Cl)C(=O)OC)OC Methyl 1-(4-amino-2-methoxy-5-((2-methoxy-2-oxoethyl)thio)phenyl)-6-chloro-1H-pyrazolo[4,3-c]pyridine-3-carboxylate